[4-(3-cyanophenyl)-2-(2-oxa-6-azaspiro[3.3]heptane-6-carbonylamino)thiazol-5-yl]-6-methyl-pyrrolo[2,3-b]pyridine-1-carboxylic acid tert-butyl ester C(C)(C)(C)OC(=O)N1C(=CC=2C1=NC(=CC2)C)C2=C(N=C(S2)NC(=O)N2CC1(COC1)C2)C2=CC(=CC=C2)C#N